CC(C)C1N(CCC2=CC(NC=C12)=O)C(=O)O 1-methylethyl-3,4,6,7-tetrahydro-6-oxo-2,7-naphthyridine-2(1H)-carboxylic acid